triallylphosphoric acid C(C=C)OP(OCC=C)(OCC=C)=O